CNC1=NC(=NC=C1)CN1C(C=C(C=C1)C1=NN(C2=CC=CC=C12)C1=CC=C(C=C1)C(F)(F)F)=O 1-((4-(methylamino)pyrimidin-2-yl)methyl)-4-(1-(4-(trifluoromethyl)phenyl)-1H-indazol-3-yl)pyridin-2(1H)-one